(S)-3-(1-(6-bromopyridin-3-yl)pyrrolidin-3-yl)-4-methyl-N-(3-(trifluoromethyl)phenyl)benzamide BrC1=CC=C(C=N1)N1C[C@@H](CC1)C=1C=C(C(=O)NC2=CC(=CC=C2)C(F)(F)F)C=CC1C